1-(3-cyanophenyl)-N-(3-(3-cyclopropyl-1-(2-oxopyridin-1(2H)-yl)propyl)phenyl)-3-(trifluoromethyl)-1H-pyrazole-5-carboxamide C(#N)C=1C=C(C=CC1)N1N=C(C=C1C(=O)NC1=CC(=CC=C1)C(CCC1CC1)N1C(C=CC=C1)=O)C(F)(F)F